C(C1CO1)OCCC[Si](OCC)(OCC)C (glycidoxy)propylmethyldiethoxysilane